methyl N-(2,6-dinitro-4-trifluoromethylphenyl)-6-aminocaproate [N+](=O)([O-])C1=C(C(=CC(=C1)C(F)(F)F)[N+](=O)[O-])NCCCCCC(=O)OC